1-(1H-pyrazol-3-yl)propan-1-one N1N=C(C=C1)C(CC)=O